C1(=CC=C(C=C1)C(=O)O)\C=C\C1=CC=C(C=C1)C(=O)O trans-4,4'-stilbenedicarboxylic acid